ClC=1C(=NC(=NC1)NC1CCOCC1)C1=CC=C2CN(C(C2=C1)=O)[C@H](C(=O)O)C (S)-2-(6-(5-chloro-2-((oxacyclohex-4-yl)amino)pyrimidin-4-yl)-1-oxoisoindolin-2-yl)propionic acid